rac-(2R)-6-chloro-N-{3-[2-(4-chloro-3-fluorophenoxy)acetamido]bicyclo[1.1.1]pentan-1-yl}-4-[(1R,2R)-2-fluorocyclopropane-1-carbonyl]-3,4-dihydro-2H-1,4-benzoxazine-2-carboxamide ClC=1C=CC2=C(N(C[C@@H](O2)C(=O)NC23CC(C2)(C3)NC(COC3=CC(=C(C=C3)Cl)F)=O)C(=O)[C@@H]3[C@@H](C3)F)C1 |&1:8|